1-(2-(2-bromoethoxy)phenyl)-5-(2-methoxyphenyl)-1,4-pentadien-3-one BrCCOC1=C(C=CC=C1)C=CC(C=CC1=C(C=CC=C1)OC)=O